BrC=1C=NN(C1N1C(C2=CC=CC=C2C1=O)=O)C (4-bromo-1-methyl-1H-pyrazol-5-yl)-2,3-dihydro-1H-isoindole-1,3-dione